C(C1=CC=CC=C1)OC1=CC(=C(C=C1)NC=1C=C(OCCO)C=CC1)C 2-(3-{[4-(Benzyloxy)-2-methylphenyl]amino}phenoxy)ethan-1-ol